5-fluoro-3-((2R,4S)-4-fluoropyrrolidin-2-yl)-2-methoxypyridine FC=1C=C(C(=NC1)OC)[C@@H]1NC[C@H](C1)F